C(C(=O)O)(=O)O.C[SiH2]C.C[SiH2]C di(dimethyl-silane) oxalate